4-[4-(2-amino-1-hydroxyethyl)imidazol-1-yl]-3-(2-methyl-6-morpholin-4-ylpyrimidin-4-yl)oxybenzonitrile NCC(O)C=1N=CN(C1)C1=C(C=C(C#N)C=C1)OC1=NC(=NC(=C1)N1CCOCC1)C